2-(4-Fluorophenyl)-2-(1-(4,5,6,7-tetrahydro-1H-pyrazolo[4,3-c]pyridin-5-carbonyl)piperidin-4-yliden)acetonitril FC1=CC=C(C=C1)C(C#N)=C1CCN(CC1)C(=O)N1CC2=C(CC1)NN=C2